C(C)(=O)O\C=C\CCCCCCCCCC\C=C\CC (E,E)-1,13-Hexadecadienyl acetate